2-(1-chloroethyl)-3,5-difluoro-pyridine ClC(C)C1=NC=C(C=C1F)F